tert-butyl (S)-2-((tert-butoxycarbonyl)amino)-3-(2-cyano-1H-indol-5-yl)propanoate C(C)(C)(C)OC(=O)N[C@H](C(=O)OC(C)(C)C)CC=1C=C2C=C(NC2=CC1)C#N